(S)-2-(1-(5-chloro-1H-pyrazol-4-yl)cyclopropane-1-carboxamido)-4-(((S)-3-fluoro-2-methoxypropyl)(4-(5,6,7,8-tetrahydro-1,8-naphthyridin-2-yl)butyl)amino)butanoic acid ClC1=C(C=NN1)C1(CC1)C(=O)N[C@H](C(=O)O)CCN(CCCCC1=NC=2NCCCC2C=C1)C[C@@H](CF)OC